COC(=O)N1C(CNCC1)C1=CC(=C(C=C1)C(NC1=NNC2=CN=C(C=C21)C2=C(C=C(C=C2F)CNC(C)C)F)=O)F (4-(5-(2,6-difluoro-4-((isopropylamino)methyl)phenyl)-1H-pyrazolo[3,4-c]pyridin-3-ylcarbamoyl)-3-fluorophenyl)piperazine-1-carboxylic acid methyl ester